6-(4-amino-2,6-dichlorophenoxy)-2-(4-chlorobenzyl)-3,4-dihydroisoquinoline NC1=CC(=C(OC=2C=C3CCN(CC3=CC2)CC2=CC=C(C=C2)Cl)C(=C1)Cl)Cl